tert-butyl (2R,5S)-5-[(4R)-2-[2-hydroxy-4-[2-(2-methoxyethoxy)ethoxy]phenyl]-4,5-dihydrooxazol-4-yl]-1-methyl-pyrrolidine-2-carboxylate OC1=C(C=CC(=C1)OCCOCCOC)C=1OC[C@H](N1)[C@@H]1CC[C@@H](N1C)C(=O)OC(C)(C)C